7-chloro-5-[5-methoxy-1-methyl-3-[[(2R)-2-(methylamino)propoxy]methyl]pyrazol-4-yl]indolin-2-one ClC=1C=C(C=C2CC(NC12)=O)C=1C(=NN(C1OC)C)COC[C@@H](C)NC